O.[Na+].[Na+].[Na+].C1(=C(C(=CC2=CC=CC=C12)S(=O)(=O)[O-])S(=O)(=O)[O-])S(=O)(=O)[O-] naphthalenetrisulfonic acid trisodium salt hydrate